tert-butyl (2S,6S*)-2-[(benzyloxy)methyl]-6-hydroxy-6-methyl-1,4-oxazepane-4-carboxylate C(C1=CC=CC=C1)OC[C@H]1OC[C@@](CN(C1)C(=O)OC(C)(C)C)(C)O |o1:12|